O1[C@@H](C1)CCO |o1:1| (R or S)-2-(oxiran-2-yl)ethan-1-ol